5-(2-(4,4-difluoropiperidin-1-yl)-6-methylpyridin-4-yl)-1,3,4-oxadiazole FC1(CCN(CC1)C1=NC(=CC(=C1)C1=NN=CO1)C)F